(5-(4-(benzo[d]thiazol-5-ylamino)quinolin-7-yl)pyridin-2-yl)(morpholino)methanone S1C=NC2=C1C=CC(=C2)NC2=CC=NC1=CC(=CC=C21)C=2C=CC(=NC2)C(=O)N2CCOCC2